ClC1=C(C=C(OCC(=O)NC23[C@H](CC(CC2)(CC3)NC(COC3=CC(=C(C=C3)Cl)F)=O)C(=O)O)C=C1)F (S)-1,4-bis(2-(4-chloro-3-fluorophenoxy)acetamido)bicyclo[2.2.2]octane-2-carboxylic acid